CN1N=CC=2N=C(N=C(C21)NCC2=CC=C(C=C2)B(O)O)C2=CC=NC=C2 4-([[1-methyl-5-(pyridin-4-yl)pyrazolo[4,3-d]pyrimidin-7-yl]amino]methyl)phenylboronic acid